N-hydroxy-2-methyl-[1,1'-biphenyl]-3-carboxamide ONC(=O)C=1C(=C(C=CC1)C1=CC=CC=C1)C